OC=1C=C2CC[C@@H]([C@@H](C2=CC1)C1=CC=C(C=C1)N1CCC(CC1)CN1CCN(CC1)C=1C=C2CN(C(C2=CC1)=O)C1CNCCC1)C1CCOCC1 3-(5-(4-((1-(4-((1R,2R)-6-hydroxy-2-(tetrahydro-2H-pyran-4-yl)-1,2,3,4-Tetrahydronaphthalen-1-yl)phenyl)piperidin-4-yl)methyl)piperazin-1-yl)-1-oxoisoindolin-2-yl)piperidine